N-((4-chloro-2-methoxy-6-(trifluoromethyl)phenyl)carbamoyl)-1-isopropyl-1H-pyrazole-3-sulfonamide ClC1=CC(=C(C(=C1)C(F)(F)F)NC(=O)NS(=O)(=O)C1=NN(C=C1)C(C)C)OC